2-(4-allylpiperidin-1-yl)-N-(6-(but-3-en-1-ylamino)pyridin-2-yl)-4-chlorobenzamide C(C=C)C1CCN(CC1)C1=C(C(=O)NC2=NC(=CC=C2)NCCC=C)C=CC(=C1)Cl